C1(=CC=CC=C1)[C@@H](CNC1=CC(=CC(=C1)C(F)(F)F)C(F)(F)F)CC1=NC=CC(=C1)OC (S)-N-(2-phenyl-3-(4-methoxypyridin-2-yl)propyl)-3,5-bis(trifluoromethyl)aniline